Tert-butyl (4S)-4-(1,5-dihydroxypentyl)-2,2-dimethyloxazolidine-3-carboxylate OC(CCCCO)[C@H]1N(C(OC1)(C)C)C(=O)OC(C)(C)C